C1(CC1)C(=O)NC1=CC(=C(N=N1)C(=O)NC([2H])([2H])[2H])NC1=C(C(=CC=C1)C=1N=NC(=CC1)C(C)(CC)O)OC 6-(cyclopropanecarboxamido)-4-((3-(6-(2-hydroxybutan-2-yl)pyridazin-3-yl)-2-methoxyphenyl)amino)-N-(methyl-d3)pyridazine-3-carboxamide